(S)-8-(difluoromethoxy)-5'-fluoro-6'-methoxy-6-(trifluoromethyl)-3',4'-dihydro-2'H,3H-spiro[imidazo[1,2-a]pyridine-2,1'-naphthalene] FC(OC=1C=2N(C=C(C1)C(F)(F)F)C[C@@]1(CCCC3=C(C(=CC=C13)OC)F)N2)F